CN(C)CC1CCN(CC1)C=1C=CC=2N(C(C=C(N2)C2=CC(=C(C=C2)OC)F)=O)C1 7-{4-[(Dimethylamino)methyl]piperidin-1-yl}-2-(3-fluoro-4-methoxyphenyl)-4H-pyrido[1,2-a]pyrimidin-4-one